CN(C(OC=1C(=CC=2C3CC[C@@]4([C@H](CCC4C3CCC2C1)O)C)OC)=O)C (13S,17S)-17-hydroxy-2-methoxy-13-methyl-7,8,9,11,12,13,14,15,16,17-decahydro-6H-cyclopenta[a]phenanthren-3-yl dimethylcarbamate